tri(ethylmethylamino)vinylsilane C(C)N(C)C(=C(N(CC)C)N(CC)C)[SiH3]